CC=1C(=CC2=C(NC(N2)=O)C1)C(=O)NC1(CC1)C1=CC=CC2=CC=CC=C12 6-Methyl-N-(1-(naphthalen-1-yl)cyclopropyl)-2-oxo-2,3-dihydro-1H-benzo[d]imidazole-5-carboxamide